pentanediol monoisocyanate [N-]=C=O.C(CCCC)(O)O